N-(2-((4-((3'-(hydroxymethyl)-2,2'-dimethyl-[1,1'-biphenyl]-3-yl)methoxy)-2,6-Dimethoxybenzyl)amino)ethyl)acetamide OCC=1C(=C(C=CC1)C1=C(C(=CC=C1)COC1=CC(=C(CNCCNC(C)=O)C(=C1)OC)OC)C)C